The molecule is a non-proteinogenic L-alpha-amino acid that is L-asparagine hydroxylated at N-4. It is a hydroxamic acid, a L-asparagine derivative and a non-proteinogenic L-alpha-amino acid. It is a tautomer of a beta-L-aspartylhydroxamic acid zwitterion. C([C@@H](C(=O)O)N)C(=O)NO